CN1C(=NC=C1S(=O)(=O)N1CCC(CC1)C=1C(=CC=2N(N1)N=CN2)C)C 6-(1-((1,2-dimethyl-1H-imidazol-5-yl)sulfonyl)piperidin-4-yl)-7-methyl-[1,2,4]triazolo[1,5-b]pyridazine